4-(5-methyl-1H-tetrazol-1-yl)phenol CC1=NN=NN1C1=CC=C(C=C1)O